C(C)(C)(C)OC(=O)[C@@H]1C[C@H](C1)S(=O)(=O)N1CCC(CC1)C1=C(C(N=C(N1)C=1SC=CN1)C1=C(C(=C(C=C1)F)F)Cl)C(=O)OC (trans)-Methyl 6-(1-((3-(tert-butoxycarbonyl)cyclobutyl)sulfonyl)piperidin-4-yl)-4-(2-chloro-3,4-difluorophenyl)-2-(thiazol-2-yl)-1,4-dihydropyrimidine-5-carboxylate